Br[SiH]1C[Si](CCC1)(CCC)CCC 1-bromo-3,3-dipropyl-1,3-disilacyclohexane